ClC(COC=1C=C(C(=O)OCC(=C(Cl)Cl)Cl)C=C(C1)C(F)(F)F)=C(Cl)Cl 2,3,3-trichloroprop-2-en-1-yl 3-[(2,3,3-trichloroprop-2-en-1-yl)oxy]-5-(trifluoromethyl)benzoate